[3-(aminomethyl)phenyl]methylamine NCC=1C=C(C=CC1)CN